carbamic acid cycloocta-4-en-1-yl ester C1(CCC=CCCC1)OC(N)=O